Heptadecan-9-yl (Z)-8-((2-(2-cyano-3,3-dimethylguanidino)ethyl)(8-(nonyloxy)-8-oxooctyl)amino)octanoate C(#N)\N=C(\NCCN(CCCCCCCC(=O)OC(CCCCCCCC)CCCCCCCC)CCCCCCCC(=O)OCCCCCCCCC)/N(C)C